3-(2-chlorobenzyl)-6-benzyloxycarbonyl-5,6,7,8-tetrahydropyrido[4,3-d]pyrimidine-2,4(1H,3H)-dione ClC1=C(CN2C(NC3=C(C2=O)CN(CC3)C(=O)OCC3=CC=CC=C3)=O)C=CC=C1